S(=O)(=O)([O-])OOS(=O)(=O)[O-].C(CCC)[P+](CCCC)(CCCC)CCCC.C(CCC)[P+](CCCC)(CCCC)CCCC tetrabutylphosphonium persulfate